CS(=O)(=O)C1CN(C1)C(=O)C1=CC(=NC=C1)C(=O)NC1=CC(=CC=C1)[C@@H](CC1=NN=CN1C)C 4-(3-methanesulfonylazetidine-1-carbonyl)-N-[3-[(2R)-1-(4-methyl-4H-1,2,4-triazol-3-yl)propan-2-yl]phenyl]pyridine-2-carboxamide